N-(3,6-dimethyl-9H-xanthen-9-yl)-2-oxo-5-(pyrimidin-5-yl)-6-(trifluoromethyl)-1,2-dihydropyridine-3-carboxamide CC=1C=CC=2C(C3=CC=C(C=C3OC2C1)C)NC(=O)C=1C(NC(=C(C1)C=1C=NC=NC1)C(F)(F)F)=O